CC(C[C@@H](CN1N=CN=C1)NC(OC(C)(C)C)=O)C tert-butyl (S)-(4-methyl-1-(1H-1,2,4-triazol-1-yl)pentan-2-yl)carbamate